2-((3,5-dicyano-4-cyclopropyl-6-(3-methylpiperazin-1-yl)pyridin-2-yl)sulfanyl)-2-phenylacetamide C(#N)C=1C(=NC(=C(C1C1CC1)C#N)N1CC(NCC1)C)SC(C(=O)N)C1=CC=CC=C1